C(C)(C)(C)OC(=O)N[C@H]1C[C@@H](C[C@H]1O)C(=O)OCC Ethyl (1S,3S,4R)-3-(tert-butoxycarbonylamino)-4-hydroxy-cyclopentanecarboxylate